rac-(3S)-3-methyl-2-[4-[5-methyl-3-(4-pyridyl)-1H-pyrazol-4-yl]phenyl]-8-oxa-2-azaspiro[4.5]decane C[C@@H]1N(CC2(C1)CCOCC2)C2=CC=C(C=C2)C=2C(=NNC2C)C2=CC=NC=C2 |r|